ClC1=C(C=CC=C1)C1=CC(=NN1C1CCCC1)C(=O)N[C@H](CC1=NN=CN1)CCN1CC(CCC1)(F)F 5-(2-chlorophenyl)-1-cyclopentyl-N-[(2S)-4-(3,3-difluoropiperidin-1-yl)-1-(4H-1,2,4-triazol-3-yl)butan-2-yl]-1H-pyrazole-3-carboxamide